N-(4-(4-cyclopropylpiperazin-1-yl)benzyl)-4,9-dioxo-4,9-dihydrothiazolo[5,4-g]isoquinoline-2-carboxamide C1(CC1)N1CCN(CC1)C1=CC=C(CNC(=O)C=2SC=3C(C=4C=CN=CC4C(C3N2)=O)=O)C=C1